(2-(3-aminopyrrolidin-1-yl)-4-(1H-indol-3-yl)-5,8-dihydropyrido[3,4-d]pyrimidin-7(6H)-yl)(1-(trifluoromethyl)cyclopropyl)methanone NC1CN(CC1)C=1N=C(C2=C(N1)CN(CC2)C(=O)C2(CC2)C(F)(F)F)C2=CNC1=CC=CC=C21